2-phenoxy-6-(cyclohexylamino)purine O(C1=CC=CC=C1)C1=NC(=C2NC=NC2=N1)NC1CCCCC1